CS(=O)C=1C=CC(=NC1)C(=O)OC methyl 5-methylsulfinylpyridine-2-carboxylate